C(C1=CC=CC=C1)(C1=CC=CC=C1)=NC=1C(=C2C(=NC1C#N)N(C=C2Br)C)C2=C(C(=CC=C2)OCC2=CC=CC=C2)C 5-(benzhydrylideneamino)-4-(3-benzyloxy-2-methyl-phenyl)-3-bromo-1-methyl-pyrrolo[2,3-b]pyridine-6-carbonitrile